C[SiH2]OCCOCC1=CC=CC2=CC=CC=C12 methyl-(naphthyl)methoxyethoxysilane